FC=1C=C(C(=O)NC=2SC3=C(CN(CC3)C(C)C)N2)C=C(C1)CN1C(C2=CC=C(C=C2C=C1)C=1C(=NOC1)C)=O 3-Fluoro-N-(5-isopropyl-4,5,6,7-tetrahydrothiazolo[4,5-c]pyridin-2-yl)-5-((6-(3-methylisoxazol-4-yl)-1-oxoisoquinolin-2(1H)-yl)methyl)benzamide